1-(4-(tert-butyl)naphthalen-2-yl)-7-chlorobenzo[4,5]thieno-[2,3-c]pyridine C(C)(C)(C)C1=CC(=CC2=CC=CC=C12)C1=NC=CC2=C1SC1=C2C=CC(=C1)Cl